2,6-dibromo-4-methylchlorobenzene BrC1=C(C(=CC(=C1)C)Br)Cl